C(C=C)(=O)N1C[C@H](N([C@@H](C1)C)S(=O)(=O)C)C1=CC(=NC(=C1)Cl)C1=CC(=CN=N1)C(=O)NC 6-(4-((2R,6R)-4-acryloyl-6-methyl-1-(methylsulfonyl)piperazin-2-yl)-6-chloropyridin-2-yl)-N-methylpyridazine-4-carboxamide